(S)-3-fluoro-6,6a,7,8,9,10-hexahydropyrazino[1,2-d]pyrido[3,2-b][1,4]oxazine FC1=CC=2OC[C@H]3N(C2N=C1)CCNC3